C12CN(CC(N1)C2)C=2OC1=C(N2)C(=CC=C1C=1SC=CN1)C(C(F)F)OC 2-(3,6-diazabicyclo[3.1.1]heptan-3-yl)-4-(2,2-difluoro-1-methoxyethyl)-7-(thiazol-2-yl)benzo[d]oxazole